(2S,4R)-6-chloro-4-hydroxy-N-(3-{3-[cis-3-(trifluoromethoxy)cyclobutyl]-1,2,4-oxadiazol-5-yl}bicyclo[1.1.1]pent-1-yl)-3,4-dihydro-2H-1-benzopyran-2-carboxamide ClC=1C=CC2=C([C@@H](C[C@H](O2)C(=O)NC23CC(C2)(C3)C3=NC(=NO3)[C@@H]3C[C@@H](C3)OC(F)(F)F)O)C1